C1(CC1)CC#CC=1C=C(OC2=C(N=NN2)C(=O)O)C=CC1 5-(3-(3-cyclopropylprop-1-ynyl)phenoxy)-1H-1,2,3-triazole-4-carboxylic acid